C(C)O\N=C/1\C=2C=CC(=CC2CCC1)NC(C=C)=O (E)-N-(5-(ethoxyimino)-5,6,7,8-tetrahydronaphthalen-2-yl)acrylamide